(1-((2,4-Dichlorophenyl)sulfonyl)-3-((3,4-difluorophenoxy)methyl)azetidin-3-yl)methanol ClC1=C(C=CC(=C1)Cl)S(=O)(=O)N1CC(C1)(COC1=CC(=C(C=C1)F)F)CO